4-amino-7-fluoro-N,1-dimethyl-N-((1R)-1-(4-(pentafluoro-λ6-sulfanyl)phenyl)ethyl)-1H-pyrazolo[4,3-c]quinoline-8-carboxamide NC1=NC=2C=C(C(=CC2C2=C1C=NN2C)C(=O)N([C@H](C)C2=CC=C(C=C2)S(F)(F)(F)(F)F)C)F